N[C@@H]1C2=CC=CC=C2CC12CCN(CC2)C=2NC(C1=C(N2)NN=C1C1(CC1)C1=CC(=CC=C1)OC(F)F)=O (S)-6-(1-amino-1,3-dihydrospiro[indene-2,4'-piperidine]-1'-yl)-3-(1-(3-(difluoromethoxy)phenyl)cyclopropyl)-1,5-dihydro-4H-pyrazolo[3,4-d]pyrimidin-4-one